CC=1C=C2C=C(NC2=CC1)C(=O)N[C@H](C(=O)O)CC1=CC=CC=C1 (2S)-2-[(5-methyl-1H-indole-2-carbonyl)amino]-3-phenylpropanoic acid